4-{2-[({4-[2-(2-aminopyridin-3-yl)-5-phenylimidazo[4,5-b]pyridin-3-yl]phenyl}methyl)amino]ethyl}-3-fluoro-2-hydroxybenzaldehyde NC1=NC=CC=C1C1=NC=2C(=NC(=CC2)C2=CC=CC=C2)N1C1=CC=C(C=C1)CNCCC1=C(C(=C(C=O)C=C1)O)F